2-({4-[3-(2-fluoro-5-methoxyphenyl)-1H-pyrrolo[3,2-b]pyridin-2-yl]pyridin-3-yl}oxy)-N-methylethan-1-amine FC1=C(C=C(C=C1)OC)C1=C(NC=2C1=NC=CC2)C2=C(C=NC=C2)OCCNC